C(C)(C)(C)OC(=O)N1[C@@H](CC1)CN1C2=C(OC[C@]3(CCCC4=CC(=CC=C34)Cl)C1)C=CC(=C2)I (S)-2-(((S)-6'-chloro-7-iodo-3',4'-dihydro-2H,2'H-spiro[benzo[b][1,4]oxazepin-3,1'-naphthalene]-5(4H)-yl)methyl)azetidine-1-carboxylic acid tert-butyl ester